4,4''-bis(1,3-diisopropyl-2,3-dihydro-1H-benzimidazol-2-yl)-1,1':4',1''-terphenyl C(C)(C)N1C(N(C2=C1C=CC=C2)C(C)C)C2=CC=C(C=C2)C2=CC=C(C=C2)C2=CC=C(C=C2)C2N(C1=C(N2C(C)C)C=CC=C1)C(C)C